C(CCC(=O)OCC(CCCC)CC)(=O)OCC(CCCC)CC bis(2-ethylhexyl) succinate